N-Boc-cystamine C(=O)(OC(C)(C)C)NCCSSCCN